(6R,9R)-4-hydroxy-2-(methylsulfanyl)-5,6,7,9-tetrahydro-8H-6,9-methanopyrimido[4,5-c]azepine-8-carboxylic acid tert-butyl ester C(C)(C)(C)OC(=O)N1[C@H]2C3=C(C[C@@H](C1)C2)C(=NC(=N3)SC)O